C1(CC1)C(=O)N1CC(C1)(C)C#CC1=CC2=C(N=C3N2[C@H]2C4=C(C(N([C@@H]3C2)C([2H])([2H])[2H])=O)C=CC=C4OC(F)F)C=C1 (7R,14R)-11-((1-(cyclopropanecarbonyl)-3-methylazetidin-3-yl)ethynyl)-1-(difluoromethoxy)-6-(methyl-d3)-6,7-dihydro-7,14-methanobenzo[f]benzo[4,5]imidazo[1,2-a][1,4]diazocin-5(14H)-one